NC=1C(NC2=C3C=CC=NC3=C(C=C2C1C1=C2C=NNC2=C(C=C1)F)CCC)=O 3-amino-4-(7-fluoro-1H-indazol-4-yl)-6-propyl-1H-1,7-phenanthrolin-2-one